CS(=O)(=O)C[C@@H](C)NC1=NC=C(C=N1)NC(=O)N 1-(2-{[(2R)-1-methanesulfonyl-propan-2-yl]Amino}pyrimidin-5-yl)urea